2-(2-((5-chloro-7-((cyclopentylmethyl)amino)benzofuran-3-yl)methoxy)phenyl)acetic acid ethyl ester C(C)OC(CC1=C(C=CC=C1)OCC1=COC2=C1C=C(C=C2NCC2CCCC2)Cl)=O